FC(OC1=CC=C(C=C1)C1=CCC(N(N1C(C(F)(F)F)C(C)(CC)O)C=1C=NN(C1)C)=O)F 6-[4-(Difluoromethoxy)phenyl]-2-(1-methyl-1H-pyrazol-4-yl)-3-oxo-N-(1,1,1-trifluoro-3-hydroxy-3-ethylbutan-2-yl)-2,3-dihydropyridazine